COC=1C=C2C(=CC(OC2=CC1OC)=O)C 6,7-Dimethoxy-4-methylcoumarin